(R)-N-(2,6-dioxopiperidin-3-yl)-5-(4-formylpiperidin-1-yl)picolinamide O=C1NC(CC[C@H]1NC(C1=NC=C(C=C1)N1CCC(CC1)C=O)=O)=O